1-[2-[tert-butyl(dimethyl)silyl]oxyethyl]-7-methylsulfonyl-3-[(4S)-8-methyl-1-(2,2,2-trifluoroacetyl)-3,4-dihydro-2H-quinolin-4-yl]-4H-pyrimido[4,5-d]pyrimidin-2-one [Si](C)(C)(C(C)(C)C)OCCN1C(N(CC=2C1=NC(=NC2)S(=O)(=O)C)[C@H]2CCN(C1=C(C=CC=C21)C)C(C(F)(F)F)=O)=O